(5ar,6s,7s,8r,8as)-5a-(4-azidophenyl)-7-((4,4-difluoropiperidin-1-yl)methyl)-1,3-dimethoxy-6-phenyl-5a,6,7,8-tetrahydro-8aH-cyclopenta[4,5]furo[3,2-c]pyridine-8,8a-diol N(=[N+]=[N-])C1=CC=C(C=C1)[C@]12[C@](C=3C(=NC(=CC3O1)OC)OC)([C@@H]([C@@H]([C@H]2C2=CC=CC=C2)CN2CCC(CC2)(F)F)O)O